[Si+4].C(C)C(C1=CC(=C(C(=C1)C(C)(C)C)O)C(C)(C)C)(P([O-])([O-])=O)CC.ClC1=NC(=C(C(=N1)Cl)O)N[C@@H]1CCC=2NC3=CC=CC=C3C2C1.C(C)C(CC)(C1=CC(=C(C(=C1)C(C)(C)C)O)C(C)(C)C)P([O-])([O-])=O 2,4-dichloro-6-[[(3R)-2,3,4,9-tetrahydro-1H-carbazol-3-yl]amino]pyrimidin-5-ol diethyl[[3,5-bis(1,1-dimethylethyl)-4-hydroxyphenyl]methyl]Phosphonate Silicon